C[C@@H]1C[C@@H]2CC[C@H]3[C@@H]4CC[C@H](C(C)=O)[C@]4(CC[C@@H]3[C@]2(CC1)C)C 3β-methyl-5α-pregnan-20-one